isopentyl 4-methoxypentanoate COC(CCC(=O)OCCC(C)C)C